COC1=C(C=C(C=C1)C=1OC2=C(C(=C(C(=C2C(C1)=O)O)OC)OC)OC)[O-] 2-methoxy-5-(5-hydroxy-6,7,8-trimethoxy-4-oxo-4H-chromen-2-yl)phenolate